C(CC)S=C(O)C1=CC=2C(C3=CC=CC=C3C(C2C=C1)=O)=O.OCC=1OC(=CC1)CO 2,5-bis(hydroxymethyl)furan S-propyl-9,10-dioxo-9,10-dihydroanthracene-2-carbothioate